2-ethoxy-4-((4-methoxybenzoyl)oxy)benzoic acid C(C)OC1=C(C(=O)O)C=CC(=C1)OC(C1=CC=C(C=C1)OC)=O